COC1=C(C=CC(=C1)OC)CN1C[C@H](N2CCCC3=C(SC(C1=O)=C32)C=3C=NN(C3)C(C3=CC=CC=C3)(C3=CC=CC=C3)C3=CC=CC=C3)CC(=O)OC methyl 2-[(9R)-11-[(2,4-dimethoxyphenyl) methyl]-12-oxo-3-(1-tritylpyrazol-4-yl)-2-thia-8,11-diazatricyclo[6.4.1.04,13]trideca-1(13),3-dien-9-yl]acetate